ethyl 2-[[6-[(5-fluoro-1,3-benzothiazol-2-yl)amino]-4,5-dimethyl-pyridazin-3-yl]amino]thiazole-4-carboxylate FC=1C=CC2=C(N=C(S2)NC2=C(C(=C(N=N2)NC=2SC=C(N2)C(=O)OCC)C)C)C1